C1(CC1)C=1C=C(C(=O)N[C@@H](C)C2=NC(=NO2)C2=CC(=NC=C2)C2CC2)C=CN1 (S)-2-cyclopropyl-N-(1-(3-(2-cyclopropylpyridin-4-yl)-1,2,4-oxadiazol-5-yl)ethyl)isonicotinamide